t-butyl (6-(2,6-dichloro-3,5-dimethoxyphenyl)-1-(4-methoxybenzyl)-4,5,6,7-tetrahydro-1H-indazol-3-yl)carbamate ClC1=C(C(=C(C=C1OC)OC)Cl)C1CCC=2C(=NN(C2C1)CC1=CC=C(C=C1)OC)NC(OC(C)(C)C)=O